C(C=1C=C(C(=O)OC)C=CC1OS(=O)(=O)C(F)(F)F)([2H])([2H])[2H] Methyl 3-(methyl-d3)-4-(((trifluoromethyl)sulfonyl)oxy)benzoate